(4-amino-2-((6-methylpyridin-2-yl)methyl)-7-(3-methylpyridin-4-yl)-2H-[1,2,3]triazolo[4,5-c]pyridin-6-yl)benzonitrile NC1=NC(=C(C=2C1=NN(N2)CC2=NC(=CC=C2)C)C2=C(C=NC=C2)C)C2=C(C#N)C=CC=C2